C(#N)C=1C=CC(=C(C1)C1=CC(=NC=C1C(=O)NC=1SC=2CN(CCC2N1)C(=O)[C@H]1C(C1)(F)F)C)OC |o1:28| (S or R)-4-(5-cyano-2-methoxyphenyl)-N-(5-(2,2-difluorocyclopropane-1-carbonyl)-4,5,6,7-tetrahydrothiazolo[5,4-c]pyridin-2-yl)-6-methylnicotinamide